NC=1C(=NC(=CN1)C1=CC=C(C=C1)S(=O)(=O)C(CC(CCCCCCOCC1=CC=CC=C1)(OC1OCCCC1)C)(C)C)C(=O)NC=1C(=C(C=CC1)CN(C(OC(C)(C)C)=O)C)O tert-butyl N-[[3-[[3-amino-6-[4-(9-benzyloxy-1,1,3-trimethyl-3-tetrahydropyran-2-yloxynonyl)sulfonylphenyl]pyrazine-2-carbonyl]amino]-2-hydroxy-phenyl]methyl]-N-methyl-carbamate